6-(4-chloro-3-propoxy-phenyl)-2-[(2R,5S)-2,5-dimethylpyrrolidin-1-yl]-N-(1H-pyrazol-5-ylsulfonyl)pyridine-3-carboxamide ClC1=C(C=C(C=C1)C1=CC=C(C(=N1)N1[C@@H](CC[C@@H]1C)C)C(=O)NS(=O)(=O)C1=CC=NN1)OCCC